4-(2-(9-methyl-3,9-diazaspiro[5.5]undecan-3-yl)-5-nitrophenyl)3-butyn-1-ol CN1CCC2(CCN(CC2)C2=C(C=C(C=C2)[N+](=O)[O-])C#CCCO)CC1